C(C)OC[C@H](C(=O)N)OC1=CC=C2C(=CC(OC2=C1)=O)C1=C(C=CC=C1)C (R)-3-ethoxy-2-((2-oxo-4-(o-tolyl)-2H-chromen-7-yl)oxy)propanamide